C4-bromo-7-fluorobenzo[d][1,3]dioxole BrC1=CC=C(C=2OCOC21)F